C(C=CCCCCC)(=O)O octeneoic acid